C1(=CC=CC=C1)C=1N=CC(=NC1C1=CC=CC=C1)N(CCCCOCC(=O)[O-])C(C)C {4-[(5,6-diphenylpyrazin-2-yl)(propan-2-yl)amino]butoxy}acetate